7-methoxy-1-(4,4,4-trifluorobutyl)indazole COC=1C=CC=C2C=NN(C12)CCCC(F)(F)F